tert-butyl (R)-4-(3-(4-bromo-3-methylphenoxy)-2-methylpropyl)piperidine-1-carboxylate BrC1=C(C=C(OC[C@@H](CC2CCN(CC2)C(=O)OC(C)(C)C)C)C=C1)C